t-Butyl (3S)-3-[4-[3-cyano-4-[2-(dimethylamino)ethylsulfanyl]pyrazolo[1,5-a]pyridin-6-yl]pyrazol-1-yl]piperidine-1-carboxylate C(#N)C=1C=NN2C1C(=CC(=C2)C=2C=NN(C2)[C@@H]2CN(CCC2)C(=O)OC(C)(C)C)SCCN(C)C